OC12CCC(CC1)(C2)N2CC(N(C=1C=NC(=NC21)NC=2C(=CC=1N(C2)N=CN1)C)C)=O 8-{4-Hydroxybicyclo[2.2.1]heptan-1-yl}-5-methyl-2-({7-methyl-[1,2,4]triazolo[1,5-a]pyridin-6-yl}amino)-5,6,7,8-tetrahydropteridin-6-one